(N-carboxymethyl-4-vinylpyridinium) chloride [Cl-].C(=O)(O)C[N+]1=CC=C(C=C1)C=C